FC1=CC=C2C=CC(N(C2=C1CCNCC[C@@H]1CN(C(O1)=O)C1=NC2=C(OCC(N2)=O)N=C1)C)=O (R)-6-(5-(2-((2-(7-fluoro-1-methyl-2-oxo-1,2-dihydroquinolin-8-yl)ethyl)amino)ethyl)-2-oxooxazolidin-3-yl)-2H-pyrazino[2,3-b][1,4]oxazin-3(4H)-one